CC1=CC(=NC=C1)Br 4-methyl-2-bromopyridine